methyl (R or S)-4-(3-(3-fluoro-4-methylphenyl)-3-(1,2,4-thiadiazol-5-yl)pyrrolidine-1-carboxamido)-6-methylnicotinate FC=1C=C(C=CC1C)[C@]1(CN(CC1)C(=O)NC1=CC(=NC=C1C(=O)OC)C)C1=NC=NS1 |o1:8|